C1=C(C=CC2=CC=CC=C12)S(=O)(=O)[O-].[Na+] sodium β-naphthalenesulfonate